FC1=CC=C(C=C1)CNC1=C2C(=NN(C2=NC=N1)C)CC [(p-fluorophenyl)methyl](3-ethyl-1-methyl-1H-1,2,5,7-tetraazainden-4-yl)amine